C(C)OP(=O)(OCC)CC1=CC=C(C=C1)B(O)O [4-(diethoxyphosphorylmethyl)phenyl]boronic acid